CC1=C(N2C=C(C=C2C=C1C(=O)O)C1=CC=C(C=C1)N1CCOCC1)C(C)N1CCOCC1 6-methyl-5-(1-morpholinoethyl)-2-(4-morpholinophenyl)indolizine-7-carboxylic acid